ClC1=CC=C(C=C1)C=1C=C(NC1)C(=O)OCC ethyl 4-(4-chlorophenyl)-1H-pyrrole-2-carboxylate